1-((R)-2-((4-amino-3-(4-phenoxyphenyl)-1H-pyrazolo[3,4-d]pyrimidin-1-yl)methyl)pyrrolidin-1-yl)but-2-yn-1-one NC1=C2C(=NC=N1)N(N=C2C2=CC=C(C=C2)OC2=CC=CC=C2)C[C@@H]2N(CCC2)C(C#CC)=O